C1(=CC=CC=C1)S(=O)(=O)O.COC1=NC=C(C(=C1C)C=1C=CC=2C3=C(C(NC2C1)=O)C=NN3[C@@H]3COCC3)C (S)-7-(2-methoxy-3,5-dimethylpyridin-4-yl)-1-(tetrahydrofuran-3-yl)-1H-pyrazolo[4,3-c]quinolin-4(5H)-one monobenzenesulfonate salt